4-{[3-(8-{[(4R)-3,3-difluoro-1-methylpiperidin-4-yl]amino}-3-(2,2,2-trifluoroethyl)imidazo[1,2-a]pyridin-2-yl)prop-2-yn-1-yl]amino}-3-methoxy-N-methylbenzamide FC1(CN(CC[C@H]1NC=1C=2N(C=CC1)C(=C(N2)C#CCNC2=C(C=C(C(=O)NC)C=C2)OC)CC(F)(F)F)C)F